[Sn]=S.[Ge].[Zn] zinc germanium tin sulfide